C(C)(=O)O[C@@H]1[C@H](O[C@@H]([C@H]([C@H]1OC(C)=O)OC(C)=O)OC1=C(C=C(C=C1)Br)C)COC(C)=O (2R,3R,4S,5S,6R)-2-(Acetoxymethyl)-6-(4-bromo-2-methylphenoxy)tetrahydro-2H-pyran-3,4,5-triyl triacetate